CN1CC(C1)COC1=CC(=CC(=C1)C(F)(F)F)[N+](=O)[O-] 1-methyl-3-((3-nitro-5-(trifluoromethyl)phenoxy)methyl)azetidine